tert-butyl (S)-6-(5-chloro-4-((4-(methoxycarbonyl) benzyl) amino) quinazolin-2-yl)-5-azaspiro[2.4]heptane-5-carboxylate ClC1=C2C(=NC(=NC2=CC=C1)[C@H]1N(CC2(CC2)C1)C(=O)OC(C)(C)C)NCC1=CC=C(C=C1)C(=O)OC